1,7-bis(4-hydroxy-3-methoxyphenyl)-1,4-heptadien-3-one OC1=C(C=C(C=C1)C=CC(C=CCCC1=CC(=C(C=C1)O)OC)=O)OC